FC(OC1=C(C=CC(=C1F)F)[C@H]1[C@H](O[C@@]([C@H]1C)(C(F)(F)F)C)C(=O)NC1=CC(=NC=C1)C(=O)NC)F 4-((2S,3S,4S,5S)-3-(2-(difluoromethoxy)-3,4-difluorophenyl)-4,5-dimethyl-5-(trifluoromethyl)tetrahydrofuran-2-carboxamido)-N-methylpicolinamide